(1-vinyl-3-dodecyl-imidazole) bis(trifluoromethanesulfonimide) [N-](S(=O)(=O)C(F)(F)F)S(=O)(=O)C(F)(F)F.[N-](S(=O)(=O)C(F)(F)F)S(=O)(=O)C(F)(F)F.C(=C)N1CN(C=C1)CCCCCCCCCCCC